CC(C)(C)C1=COC2C(OCC(C2)=O)=C1 7-(1,1-dimethylethyl)-2H-1,5-benzodioxin-3(4H)-one